2,5-dioxopyrrolidin-1-yl (S)-44-((((9H-fluoren-9-yl)methoxy)carbonyl)amino)-38-oxo-2,5,8,11,14,17,20,23,26,29,32,35-dodecaoxa-39-azapentatetracontan-45-oate C1=CC=CC=2C3=CC=CC=C3C(C12)COC(=O)N[C@@H](CCCCNC(CCOCCOCCOCCOCCOCCOCCOCCOCCOCCOCCOCCOC)=O)C(=O)ON1C(CCC1=O)=O